2-phenoxy-9,10-diethoxy-anthracene O(C1=CC=CC=C1)C1=CC2=C(C3=CC=CC=C3C(=C2C=C1)OCC)OCC